FC(C=1C(=NN2C(C1)=NN=C2C2=NOC(=C2)C)OCC2=CC=C1C(=N2)CCN(C1)C1COC1)F 2-(((7-(difluoromethyl)-3-(5-methylisoxazol-3-yl)[1,2,4]triazolo[3,4-f][1,2]diazine-6-yl)oxy)methyl)-6-(oxetane-3-yl)-5,6,7,8-tetrahydropyrido[4,3-b]pyridine